2-(2,2-Difluoro-2-iodoacetylamino)-5,6-dihydro-4H-cyclopenta[b]thiophen FC(C(=O)NC1=CC2=C(S1)CCC2)(I)F